C(#N)C1=CC(=C(C=C1)C1=CC(=CC=2N1N=CN2)NC(=O)C2C(C2)(F)F)C N-[5-(4-cyano-2-methylphenyl)-[1,2,4]triazolo[1,5-a]pyridin-7-yl]-2,2-difluorocyclopropane-1-carboxamide